N'-hydroxy-3-({4-[({2-[methyl(methylsulfonyl)amino]pyridin-3-yl}methyl)amino]-5-(trifluoromethyl)pyrimidin-2-yl}amino)benzenecarboximidamide ON=C(N)C1=CC(=CC=C1)NC1=NC=C(C(=N1)NCC=1C(=NC=CC1)N(S(=O)(=O)C)C)C(F)(F)F